2-Methyl-6a,7,9,9a-tetrahydrofuro[3',4':5,6][1,4]dioxino[2,3-g]quinazolin-4-ol CC1=NC2=CC3=C(C=C2C(=N1)O)OC1C(O3)COC1